[Si](C)(C)(C(C)(C)C)OC[C@@H](C1=CC=C(C=C1)C#C)NC(=O)[C@H]1N(C[C@@H](C1)O)C([C@H](C(C)(C)C)NC(CCCCCCC(=O)O)=O)=O 8-(((S)-1-((2S,4R)-2-(((R)-2-((tert-butyldimethylsilyl)oxy)-1-(4-ethynylphenyl)ethyl)carbamoyl)-4-hydroxypyrrolidin-1-yl)-3,3-dimethyl-1-oxobutan-2-yl)amino)-8-oxooctanoic acid